2-Methyl-6-(trifluoromethyl)pyridin-3-ylcarbamic acid benzyl ester C(C1=CC=CC=C1)OC(NC=1C(=NC(=CC1)C(F)(F)F)C)=O